FC1=C(C=C(C=C1)F)C(CC#C[Si](C)(C)C)N1C(C2=CC=CC=C2C1)=O 2-(1-(2,5-Difluorophenyl)-4-(trimethylsilyl)but-3-yn-1-yl)isoindolin-1-one